C(#N)C=1N(C2=C(C=C(C=C2C1)C)S(=O)(=O)N(C)CC(=O)NC1=CC(N(C=C1)C)=O)S(=O)(=O)C1=CC=C(C)C=C1 2-(2-cyano-N,5-dimethyl-1-tosyl-1H-indole-7-sulfonamido)-N-(1-methyl-2-oxo-1,2-dihydropyridin-4-yl)acetamide